1,5-bis(5-decylheptadecyl)-1,5-dihydro-1,5-naphthyridine-2,6-dione C(CCCCCCCCC)C(CCCCN1C(C=CC=2N(C(C=CC12)=O)CCCCC(CCCCCCCCCCCC)CCCCCCCCCC)=O)CCCCCCCCCCCC